Cl.C1(CCCC1)CCSC=1NC2=CC=CC=C2CN1 2-((2-cyclopentylethyl)thio)-1,4-dihydroquinazoline hydrochloride